3-(5-Amino-6-(1-methyl-1H-1,2,4-triazol-3-yl)pyrazin-2-yl)-N-(3-cyanobicyclo[1.1.1]pentan-1-yl)-4-methylbenzenesulfonamide Trifluoroacetate Salt FC(C(=O)O)(F)F.NC=1N=CC(=NC1C1=NN(C=N1)C)C=1C=C(C=CC1C)S(=O)(=O)NC12CC(C1)(C2)C#N